C(#N)C=1C(=CC(=NC1)NC(N(C)C1=NC(=C(C=C1)CN1C(CN(CC1)C)=O)C=O)=O)OCC1OCC1 3-(5-cyano-4-(oxetan-2-ylmethoxy)pyridin-2-yl)-1-(6-formyl-5-((4-methyl-2-oxopiperazin-1-yl)methyl)pyridin-2-yl)-1-methylurea